2-(8-oxa-3-azabicyclo[3.2.1]oct-3-yl)acetic acid tert-butyl ester C(C)(C)(C)OC(CN1CC2CCC(C1)O2)=O